C(C)(C)(C)OC(N(CCN(C)C)C1=C(C=C(C=C1)N)N(C(C)=O)C(=O)OC(C)(C)C)=O tert-butyl(4-amino-2-(N-(tert-butoxycarbonyl)acetamido)phenyl)(2-(dimethylamino)ethyl)carbamate